3-(chloromethyl)p-anisaldehyde ClCC=1C=C(C=O)C=CC1OC